N-(5-(4-amino-1-methyl-1H-pyrazole-3-carbonyl)-5,6-dihydro-4H-pyrrolo[3,4-d]thiazol-2-yl)-2'-chloro-5'-methoxy-6-methyl-[4,4'-bipyridine]-3-carboxamide NC=1C(=NN(C1)C)C(=O)N1CC=2N=C(SC2C1)NC(=O)C=1C=NC(=CC1C1=CC(=NC=C1OC)Cl)C